((1s,3s)-3-Hydroxy-3-methylcyclobutyl)(2-(3-isopropylphenyl)-6-azaspiro[3.4]octan-6-yl)methanon OC1(CC(C1)C(=O)N1CC2(CC(C2)C2=CC(=CC=C2)C(C)C)CC1)C